4-(2-hydroxyethoxy)phenyl-2-morpholinopropane OCCOC1=CC=C(C=C1)CC(C)N1CCOCC1